(3S,4S)-propylene oxide C1C(C)O1